(2Z)-3-amino-3-(4-fluorophenyl)-1-phenylprop-2-en-1-one N\C(=C/C(=O)C1=CC=CC=C1)\C1=CC=C(C=C1)F